[(1S)-2,2,2-trifluoro-1-methyl-ethoxy]pyrazol FC([C@@H](OC1=NNC=C1)C)(F)F